(R)-3-hydroxy-4-(6-methyl-4-(piperidin-3-ylamino)phthalazin-1-yl)benzonitrile OC=1C=C(C#N)C=CC1C1=NN=C(C2=CC(=CC=C12)C)N[C@H]1CNCCC1